(2-hydroxy-3,5-ditert-pentylphenyl)benzotriazole OC1=C(C=C(C=C1C(C)(C)CC)C(C)(C)CC)C1=CC=CC=2NN=NC21